N1C(=NC=C1)C1=CC=C(C(=O)N)C=C1 4-(1H-imidazol-2-yl)benzamide